4-methylenedioxyphenylisonitrile C1OC2=CC=C(C=C2O1)[N+]#[C-]